C([C@@H](O)CC(=O)[O-])(=O)OC methyl (S)-malate